1-Methyl-2-(6-trifluoromethoxy-benzothiazol-2-ylamino)-1H-benzoimidazole-5-carboxylic acid ((1R,2S,3R,4R)-2,3-dihydroxy-4-hydroxymethyl-cyclopentyl)-amide O[C@H]1[C@@H](C[C@@H]([C@H]1O)CO)NC(=O)C1=CC2=C(N(C(=N2)NC=2SC3=C(N2)C=CC(=C3)OC(F)(F)F)C)C=C1